C(#N)[C@H]1N(CC(C1)(F)F)C(CNC(=O)C1=CC=NC2=CC=C(C=C12)C=1C=NC(=CC1)C(NCCN1CCNCC1)=O)=O (S)-N-(2-(2-cyano-4,4-difluoropyrrolidin-1-yl)-2-oxoethyl)-6-(6-(2-(piperazin-1-yl)ethylcarbamoyl)pyridin-3-yl)quinoline-4-carboxamide